3-(CYCLOHEXYLOXY)METHYLPHENYLBORONIC ACID C1(CCCCC1)OCC=1C=C(C=CC1)B(O)O